OC(C(=O)NC1CCNCC1)(C1=CC=CC=C1)C1=CC=CC=C1 2-hydroxy-2,2-diphenyl-N-(piperidin-4-yl)acetamide